ClC1=C2C(=NC=C1C=1N=C(SC1C)N1C(CN(CC1)C(=O)OC(C)(C)C)=O)NC=C2CC tert-butyl 4-(4-(4-chloro-3-ethyl-1H-pyrrolo[2,3-b]pyridin-5-yl)-5-methylthiazol-2-yl)-3-oxopiperazine-1-carboxylate